6-(bromomethyl)-3-(4-methoxybenzyl)benzo[d]oxazol-2(3H)-one BrCC1=CC2=C(N(C(O2)=O)CC2=CC=C(C=C2)OC)C=C1